BrCC#CC1=NC=C(C=C1)F 2-(3-bromoprop-1-ynyl)-5-fluoropyridine